C(C)C(CCCCC)C1=C(C(=O)[O-])C=CC(=C1)N(C)C 2-(Ethylhexyl)-4-(N,N-dimethylamino)benzoat